C(CC(O)(C(=O)OCC(CCC)CC)CC(=O)OCC(CCC)CC)(=O)OCC(CCC)CC tri(2-ethyl-1-pentyl) citrate